BrC=1C=CC(=NC1N1CCOCC1)C(=O)O 5-Bromo-6-(morpholin-4-yl)pyridine-2-carboxylic acid